CN1CCC(CC1)C1CCNC=2N1N=C(C2C#N)C2=CC=C1C=CC(=NC1=C2)C2=CC=CC=C2 7-(1-methylpiperidin-4-yl)-2-(2-phenylquinolin-7-yl)-4,5,6,7-tetrahydropyrazolo[1,5-a]pyrimidine-3-carbonitrile